ClC=1C=C(C(=O)NC2=CC=C(C=C2)[C@H]2CNCCC2)C=CC1C (S)-3-Chloro-4-methyl-N-(4-(piperidin-3-yl)-phenyl)-benzamid